N-((3S,4R)-4-cyano-1-(7-(8-ethynyl-3-hydroxynaphthalen-1-yl)-8-fluoro-2-((tetrahydro-1H-pyrrolizin-7a(5H)-yl)methoxy)pyrido[4,3-d]pyrimidin-4-yl)-4-methylazepan-3-yl)acrylamide C(#N)[C@]1([C@@H](CN(CCC1)C=1C2=C(N=C(N1)OCC13CCCN3CCC1)C(=C(N=C2)C2=CC(=CC1=CC=CC(=C21)C#C)O)F)NC(C=C)=O)C